3-(3-(difluoromethyl)-5-(1-ethyl-3-(3-hydroxy-2,2-dimethylpropyl)-2-(2-((S)-1-methoxyethyl)pyridin-3-yl)-1H-indol-5-yl)phenyl)propanoate FC(C=1C=C(C=C(C1)C=1C=C2C(=C(N(C2=CC1)CC)C=1C(=NC=CC1)[C@H](C)OC)CC(CO)(C)C)CCC(=O)[O-])F